2-(5-(((1R,2S,3S,5S)-2-fluoro-1,5-dimethyl-8-azabicyclo[3.2.1]octan-3-yl)(methyl)amino)pyrazin-2-yl)-5-(1H-imidazol-1-yl)phenol F[C@@H]1[C@]2(CC[C@@](C[C@@H]1N(C=1N=CC(=NC1)C1=C(C=C(C=C1)N1C=NC=C1)O)C)(N2)C)C